Tert-butyloxycarbonyl-11-aminoundecanoic acid C(C)(C)(C)OC(=O)C(C(=O)O)CCCCCCCCCN